N1C(=NC=C1)CN1N=CC2=C(C1=O)N(C1=C2SC(=N1)CC1=NNC=C1)C 6-((1H-imidazol-2-yl)methyl)-2-((1H-pyrazol-3-yl)methyl)-4-methyl-4H-thiazolo[5',4':4,5]pyrrolo[2,3-d]pyridazin-5(6H)-one